C(C)(C)OC1=CC=2N(C=C1C(CC1=NN(C=C1)C)=O)C=C(N2)C21COC(CC2)(C1)C 1-(7-isopropoxy-2-(1-methyl-2-oxabicyclo[2.2.1]heptan-4-yl)imidazo[1,2-a]pyridin-6-yl)-2-(1-methyl-1H-pyrazol-3-yl)ethan-1-one